tert-Butyl (2-{4-[2-methoxy-4-(2-methoxyethoxy)phenyl]piperazin-1-yl}ethyl)methylcarbamate COC1=C(C=CC(=C1)OCCOC)N1CCN(CC1)CCN(C(OC(C)(C)C)=O)C